tert-butyl (2-((cis)-3,4-diaminopyrrolidin-1-yl)-2-oxoethyl)carbamate N[C@@H]1CN(C[C@@H]1N)C(CNC(OC(C)(C)C)=O)=O